OC1=C2C(C[C@H](OC2=CC(=C1)O)C1=CC(=CC(=C1)O)O)=O (2S)-5,7,3',5'-Tetrahydroxy-flavanone